4-(2-acryloyloxyethoxy)benzoic acid C(C=C)(=O)OCCOC1=CC=C(C(=O)O)C=C1